((3-acetyl-8-bromo-5-chloro-4-oxo-1,4-dihydroquinolin-2-yl)sulfinyl)acetonitrile C(C)(=O)C1=C(NC2=C(C=CC(=C2C1=O)Cl)Br)S(=O)CC#N